9-(4-(octyloxy)phenyl)-9-fluorenol C(CCCCCCC)OC1=CC=C(C=C1)C1(C2=CC=CC=C2C=2C=CC=CC12)O